C(#N)C1=NC=CC2=C1CC(C2)NC(OC(C)(C)C)=O tert-Butyl N-(1-cyano-6,7-dihydro-5H-cyclopenta[c]pyridin-6-yl)carbamate